ethyl 3-[[(1S)-1-(2-ethoxy-2-oxo-ethyl)tetralin-1-yl]amino]propanoate C(C)OC(C[C@]1(CCCC2=CC=CC=C12)NCCC(=O)OCC)=O